N-(1-(7-(8-chloronaphthalen-1-yl)-5,6,7,8-tetrahydropyrido[3,4-d]pyrimidin-4-yl)azetidin-3-yl)-4-cyano-2,3,5,6-tetrafluorobenzenesulfonamide ClC=1C=CC=C2C=CC=C(C12)N1CC=2N=CN=C(C2CC1)N1CC(C1)NS(=O)(=O)C1=C(C(=C(C(=C1F)F)C#N)F)F